4-[5-(3,5-dichlorophenyl)-5-(trifluoromethyl)-4H-1,2-oxazol-3-yl]-N-[methoxyiminomethyl]-2-methylbenzamide ClC=1C=C(C=C(C1)Cl)C1(CC(=NO1)C1=CC(=C(C(=O)NC=NOC)C=C1)C)C(F)(F)F